FC=1C=C2C(NN=C(C2=CC1F)C(C)N(C(=O)C=1C=CC2=C(N=CO2)C1)C)=O N-(1-(6,7-difluoro-4-oxo-3,4-dihydrophthalazin-1-yl)ethyl)-N-methylbenzo[d]oxazole-5-carboxamide